3-(2,4-difluorophenoxy)-6-(7-methyl-[1,2,4]triazolo[4,3-b]pyridazin-6-yl)-5,6,7,8-tetrahydro-1,6-naphthyridine FC1=C(OC=2C=NC=3CCN(CC3C2)C=2C(=CC=3N(N2)C=NN3)C)C=CC(=C1)F